Cl.Cl.N[C@@H](CCCNC(N)=N)C(=O)O[C@@](C[N+](C)(C)C)(CC([O-])=O)C(C)=O acetyl-L-carnitine arginate dihydrochloride